CC=1C=NC=CC1C=O 3-methylpyridine-4-carboxaldehyde